5-amino-3-(4-(cyclohexyloxy)phenyl)-1H-pyrazole-4-carbonitrile NC1=C(C(=NN1)C1=CC=C(C=C1)OC1CCCCC1)C#N